CC(OCCC1=CC=CC=C1)C 2-(2-dimethylmethoxyethyl)benzene